O=C1CCC(N1)C(=O)N 5-oxo-pyrrolidine-2-carboxamide